The molecule is a diterpenoid having an aconitane skeleton bearing multiple substituents. It is a carboxylic ester, a dicarboxylic acid diamide and a diterpenoid. It derives from a hydride of an aconitane. CCN1C[C@@]2(CC[C@@H]([C@@]34[C@@H]2[C@H]([C@@](C31)([C@]5(C[C@@H]([C@H]6C[C@@H]4[C@@H]5[C@H]6OC)OC)O)O)OC)OC)COC(=O)C7=CC=CC=C7NC(=O)CCC(=O)N